Cl.Cl.NC1=CC=CC(=N1)C(=O)C1CCN(CC1)C (6-aminopyridine-2-yl)(1-methylpiperidine-4-yl)methanone dihydrochloride